NC=1C(=NC(=C(N1)N)Cl)C(=O)NC(NCCCCC1=CC=C(C=C1)C1=CC=C(C=C1)CCC(=O)N[C@@H](CCCCN)C1=NN=NN1)=N (S)-3,5-diamino-N-(N-(4-(4'-(3-((5-amino-1-(1H-tetrazol-5-yl)pentyl)amino)-3-oxopropyl)-[1,1'-biphenyl]-4-yl)butyl)carbamimidoyl)-6-chloropyrazine-2-carboxamide